FC1(CC(C1)CNC1CN(CCC1)C=1C=CC=NC1)F 5-(3-(((3,3-difluorocyclobutyl)methyl)amino)piperidin-1-yl)pyridin